(R)-tert-butyl 7-(benzoyloxy)-5-oxa-2-azaspiro[3.4]octane-2-carboxylate C(C1=CC=CC=C1)(=O)O[C@H]1COC2(CN(C2)C(=O)OC(C)(C)C)C1